Benzyl 4-[2-[5-[2-(acetamidomethyl)-4-pyridyl]-4-(4-chlorophenyl)imidazol-1-yl]acetyl]piperazine-1-carboxylate C(C)(=O)NCC1=NC=CC(=C1)C1=C(N=CN1CC(=O)N1CCN(CC1)C(=O)OCC1=CC=CC=C1)C1=CC=C(C=C1)Cl